5-chloro-N-(8-fluoro-2-methylimidazo[1,2-a]pyridin-6-yl)pyrazine-2-carboxamide ClC=1N=CC(=NC1)C(=O)NC=1C=C(C=2N(C1)C=C(N2)C)F